OC(=O)C(F)(F)F.FC(C1=CC=C(C=C1)[C@@H]1C[C@H](C1)OC=1C=C2C(=CNC2=CC1)N)(F)F 5-(trans-3-(4-(trifluoromethyl)phenyl)cyclobutoxy)-1H-indol-3-amine TFA salt